6-(3-(5-((3S,4S)-1-((S)-2,3-dihydroxypropanoyl)-4-((R)-1-hydroxyethyl)-4-methylpyrrolidin-3-yl)-2-methoxyphenoxy)azetidin-1-yl)-4-methylnicotinonitrile O[C@H](C(=O)N1C[C@H]([C@](C1)(C)[C@@H](C)O)C=1C=CC(=C(OC2CN(C2)C2=NC=C(C#N)C(=C2)C)C1)OC)CO